N1=C(C=CC=C1)[C@H](C)NC(=O)C1=NC2=CC=CC(=C2C=C1)C1=CC=C(C=C1)C(F)(F)F (S)-N-(1-(Pyridin-2-yl)ethyl)-5-(4-(trifluoromethyl)phenyl)quinoline-2-carboxamide